4-[[trans-4-(2-Methoxyethoxy)cyclohexyl]amino]-1-methyl-6-(5-thiazolyl)-2(1H)-quinolinone COCCO[C@@H]1CC[C@H](CC1)NC1=CC(N(C2=CC=C(C=C12)C1=CN=CS1)C)=O